tert-Butyl ((3-fluoro-4-methyl-2-(((3R*,4R*)-4-(3-oxopropyl)tetrahydrofuran-3-yl)oxy)phenyl)sulfonyl)-L-prolinate FC=1C(=C(C=CC1C)S(=O)(=O)N1[C@@H](CCC1)C(=O)OC(C)(C)C)O[C@H]1COC[C@H]1CCC=O |o1:24,28|